NC(NCCC[C@@H](C(N[C@H](C(=O)NC1=C(C(=O)O)C=CC=C1)CC(C)C)=O)NC(=O)C1=C(C=CC(=C1)CN)[N+](=O)[O-])=N 2-{[(6S,9S)-1-amino-6-({[5-(aminomethyl)-2-nitrophenyl]carbonyl}amino)-1-azan-ylidene-9-(2-methylpropyl)-7,10-dioxo-2,8-diazadec-10-yl]amino}benzoic acid